6-(hydroxymethyl)-2-phenylisoindolin-1-one OCC1=CC=C2CN(C(C2=C1)=O)C1=CC=CC=C1